1,2-bis(trichlorosilyl)decaneN Cl[Si](C=C(CCCCCCCC)[Si](Cl)(Cl)Cl)(Cl)Cl